Phenylaminoimidazo(1,2-alpha)pyridine C1=CC(=C(C(=C1)Cl)C(=O)C2=CN3C=C(N=C3C=C2)NC4=CC=C(C=C4)S(=O)(=O)N)Cl